NC1=C(C(=NN1C1CC(C1)(C)O)C1=CC=C2C(=C(C(=NC2=C1)C1=CC=CC=C1)F)OC)C#N 5-amino-3-(3-fluoro-4-methoxy-2-phenylquinoline-7-yl)-1-((1s,3s)-3-hydroxy-3-methylcyclobutyl)-1H-pyrazole-4-carbonitrile